C(C)(=O)OC[C@H]1O[C@H]([C@H]([C@@H]([C@@H]1CC(=O)O)CC(=O)O)CC(=O)O)OC1=CC=C(C=C1)N1C(=NC2=CC=CC(=C2C1=O)F)C (2S,3S,4R,5S,6S)-2-(acetoxymethyl)-6-(4-(5-fluoro-2-methyl-4-oxoquinazolin-3(4H)-yl)phenoxy)tetrahydro-2H-pyran-3,4,5-triacetic acid